(2-nitrophenyl)-2-(4-(trifluoromethyl)phenyl)Azole-4-carboxylic acid ethyl ester C(C)OC(=O)C=1C(=C(NC1)C1=CC=C(C=C1)C(F)(F)F)C1=C(C=CC=C1)[N+](=O)[O-]